3-(9-((4-(aminomethyl)-2,6-dimethylphenyl)carbamoyl)-4,5-dihydrobenzo[b]thieno[2,3-d]oxepin-8-yl)-6-((1-cyanocyclohexyl)carbamoyl)picolinic acid NCC1=CC(=C(C(=C1)C)NC(=O)C1=CC2=C(OCCC3=C2SC=C3)C=C1C=1C(=NC(=CC1)C(NC1(CCCCC1)C#N)=O)C(=O)O)C